3-(4-chlorophenyl)-1-(4-trifluoromethoxyphenyl)-4,5-dihydro-1H-pyrazole-5-ethanone ClC1=CC=C(C=C1)C1=NN(C(C1)CC=O)C1=CC=C(C=C1)OC(F)(F)F